BrCC1=C(C=CC(=C1)Cl)OCC1CC1 2-(bromomethyl)-4-chloro-1-(cyclopropylmethoxy)benzene